Ethyl-methyl-naphthyl-decyl-ammonium chloride [Cl-].C(C)[N+](CCCCCCCCCC)(C1=CC=CC2=CC=CC=C12)C